ClC=1C=C(C(=O)N2CC=3C(=NN4C3C(N(C[C@H]4C)[C@@H](C)C4=CN(C(C(=C4)F)=O)C)=O)C[C@H]2C)C=CC1Cl |o1:18| (3R,7R)-2-(3,4-dichlorobenzoyl)-9-((S*)-1-(5-fluoro-1-methyl-6-oxo-1,6-dihydropyridin-3-yl)ethyl)-3,7-dimethyl-1,2,3,4,8,9-hexahydropyrido[4',3':3,4]pyrazolo[1,5-a]pyrazin-10(7H)-one